C(C)(C)(C)NC=1C=C(C=2N(N1)C(=NN2)C2CC2)NCC2=NC=CC=C2 N6-(tert-butyl)-3-cyclopropyl-N8-(pyridin-2-ylmethyl)-[1,2,4]triazolo[4,3-b]pyridazine-6,8-diamine